1,1-bis-(t-butylperoxy)-3,3,5-tri-methylcyclohexane C(C)(C)(C)OOC1(CC(CC(C1)C)(C)C)OOC(C)(C)C